5-[trans-4-methyl-1,3,4,6,7,8,9,9a-octahydropyrazino[1,2-a]pyrazin-2-yl]quinoline-8-carbonitrile C[C@@H]1CN(C[C@H]2N1CCNC2)C2=C1C=CC=NC1=C(C=C2)C#N